(1R)-N-(7-chloro-6-(4-((3S,4S)-4-hydroxy-3-methyltetrahydrofuran-3-yl)piperazin-1-yl)isoquinolin-3-yl)-3-oxabicyclo[3.1.0]hexane-6-carboxamide ClC1=C(C=C2C=C(N=CC2=C1)NC(=O)C1C2COC[C@@H]12)N1CCN(CC1)[C@]1(COC[C@H]1O)C